C(C1=CC=CC=C1)OC(=O)N\C(\C(=O)OC)=C/C1=NN(C2=CC=CC=C12)CC(=O)OC(C)(C)C (Z)-Methyl 2-(((benzyloxy)carbonyl)amino)-3-(1-(2-(tert-butoxy)-2-oxoethyl)-1H-indazol-3-yl)acrylate